3-methyl-1-[6-[3-(trifluoromethyl)phenyl]pyrazolo[4,3-b]pyridin-1-yl]butan-2-one CC(C(CN1N=CC2=NC=C(C=C21)C2=CC(=CC=C2)C(F)(F)F)=O)C